N1=CC(=CC=C1)[C@@H](CO)O (1S)-1-(pyridin-3-yl)ethane-1,2-diol